CC1=C(CNC=2C=3N(C=C(C2)NC(NCCNC(C)=O)=O)C(=C(N3)C)C)C(=CC=C1)C N-(2-(3-(8-((2,6-dimethylbenzyl)amino)-2,3-dimethylimidazo[1,2-a]pyridin-6-yl)ureido)ethyl)acetamide